C(CCCCCCCCCCCCCCCCC)(=O)OC[C@@H](OC(CCCCCCCCCCCCC)=O)COP(=O)([O-])OCC[N+](C)(C)C 1-octadecanoyl-2-tetradecanoyl-sn-glycero-3-phosphocholine